C1(CC1)C1=NC=NC(=C1C1=NN2C(N(C(CC2)=O)CC2=CC=C(C=C2)C=2N(C=C(N2)C(F)(F)F)CC)=C1)OC 2-(4-cyclopropyl-6-methoxypyrimidin-5-yl)-4-(4-(1-ethyl-4-(trifluoromethyl)-1H-imidazol-2-yl)benzyl)-6,7-dihydropyrazolo[1,5-a]pyrimidin-5(4H)-one